ClC1=CC=C(C(=N1)C(=O)NS(=O)(=O)C)N[C@H](C)C=1C=C(C=C2C(N(C(=NC12)NCCC1CC1)C)=O)C (R)-6-chloro-3-((1-(2-((2-cyclopropylethyl)amino)-3,6-dimethyl-4-oxo-3,4-dihydroquinazolin-8-yl)ethyl)amino)-N-(methylsulfonyl)picolinamide